2-(3,3-difluoropyrrolidin-1-yl)acetic acid TFA salt OC(=O)C(F)(F)F.FC1(CN(CC1)CC(=O)O)F